8-amino-4,4-dimethyl-N-{4-[2-(3-methyl-1,4'-bipiperidin-1'-yl)-2-oxoethyl]-1,3-thiazol-2-yl}-4,5-dihydro-1H-pyrazolo[4,3-H]quinazoline-3-carboxamide NC1=NC=2C3=C(C(CC2C=N1)(C)C)C(=NN3)C(=O)NC=3SC=C(N3)CC(=O)N3CCC(CC3)N3CC(CCC3)C